[Cl-].[Cl-].[Ti+2].C1(=CC=CC=C1)C=1C(=C(C=NC2=CC=CC=C2)C=CC1)O (N-(3-phenyl-o-hydroxybenzylidene)aniline) Titanium dichloride